2,6-bis(2-hydroxyethoxy)-3,5-pyridinediamine hydrochloride Cl.OCCOC1=NC(=C(C=C1N)N)OCCO